NC1=CC(=C(C(=N1)C)CNC(=O)C=1SC(=C(C1)Cl)C)C N-[(6-amino-2,4-dimethylpyridin-3-yl)methyl]-4-chloro-5-methylthiophene-2-carboxamide